CN1C(CN2C(CC1)=CC(=N2)NC=2N=CC1=C(N=C(C=C1C2)C2=C(C1=C(OCCN1)N=C2)C)C)=O 6-Methyl-2-((8-methyl-6-(8-methyl-2,3-dihydro-1H-pyrido[2,3-b][1,4]oxazin-7-yl)-2,7-naphthyridin-3-yl)amino)-5,6-dihydro-4H-pyrazolo[1,5-d][1,4]diazepin-7(8H)-on